1,1'-carbonyl-diimidazole tert-Butyl-(S)-4-((2,5-dichloro-6-(2-fluorophenyl)pyridin-3-yl)(((2-isobutylpyridin-3-yl)carbamoyl)imino)methyl)-3-methylpiperazine-1-carboxylate C(C)(C)(C)OC(=O)N1C[C@@H](N(CC1)C(=NC(NC=1C(=NC=CC1)CC(C)C)=O)C=1C(=NC(=C(C1)Cl)C1=C(C=CC=C1)F)Cl)C.C(=O)(N1C=NC=C1)N1C=NC=C1